OC1(CCN(CC1)C)CC(=O)N(C)CC(C)C 2-(4-hydroxy-1-methylpiperidin-4-yl)-N-isobutyl-N-methylacetamide